ClC1=CC(=C(COC2=CC=CC3=C2N=C2N3CCN([C@H]2C)CC2=NC3=C(N2C[C@H]2OCC2)C=C(C=C3F)C(=O)O)C=C1)C#N 2-(((S)-9-((4-chloro-2-cyanobenzyl)oxy)-1-methyl-3,4-dihydrobenzo[4,5]imidazo[1,2-a]pyrazin-2(1H)-yl)methyl)-4-fluoro-1-(((S)-oxetan-2-yl)methyl)-1H-benzo[d]imidazole-6-carboxylic acid